4-Phenoxyphthalic acid O(C1=CC=CC=C1)C=1C=C(C(C(=O)O)=CC1)C(=O)O